2-Methylenemalononitrile C=C(C#N)C#N